ClC1=CC=C(C=N1)C1(CC1)CNC(=O)C1=NC(=CC=C1OC)NC1=CC(=CC(=C1)F)F N-[[1-(6-chloro-3-pyridinyl)cyclopropyl]methyl]-6-(3,5-difluoroanilino)-3-methoxy-pyridine-2-carboxamide